(R)-2-(2-(6-azaspiro[3.4]oct-2-yloxy)pyridin-4-yl)-8-phenyl-7,8-dihydro-6H-pyrrolo[2',1':2,3]imidazo[4,5-b]pyridine C1C(CC12CNCC2)OC2=NC=CC(=C2)C2=CC=C1C(=N2)N2C(=N1)CC[C@@H]2C2=CC=CC=C2